C(=O)[O-].C1(CC1)C([N+]1(CCC=C(C1)C1=NSN=C1OCCCCCC)C)OC(CCCCCCCCCCC)=O 1-(cyclopropyl(dodecanoyloxy)methyl)-5-(4-(hexyloxy)-1,2,5-thiadiazol-3-yl)-1-methyl-1,2,3,6-tetrahydropyridin-1-ium formate